BrC(C(=O)NC=1C=C(C(=CC1O)C)C1=C(C(=C(C(=C1F)F)F)F)F)(F)F 2-bromo-2,2-difluoro-N-(2',3',4',5',6'-pentafluoro-4-hydroxy-6-methyl-[1,1'-biphenyl]-3-yl)acetamide